C=C1C(OC(C1)C1=CC=C(C=C1)OC1=CC=CC=C1)=O 3-methylene-5-(4-phenoxyphenyl)dihydrofuran-2(3H)-one